8-(3-cyclobutylazetidin-1-yl)-6-(2,4-dimethoxypyrimidin-5-yl)imidazo[1,2-b]pyridazine C1(CCC1)C1CN(C1)C=1C=2N(N=C(C1)C=1C(=NC(=NC1)OC)OC)C=CN2